N-(5-Cyclopropyl-1H-pyrazol-3-yl)-2-[1-(1,3-thiazol-2-yl)-1H-pyrazol-3-yl]acetamide C1(CC1)C1=CC(=NN1)NC(CC1=NN(C=C1)C=1SC=CN1)=O